C(=O)(O)C=1C=NC2=C3N=CC(=CC3=CC=C2C1)C(=O)O 3,8-dicarboxyl-1,10-phenanthroline